C(#N)C1(CCC1)N1CCN(CC1)C=1C(=CC2=C(C(C=3NC4=CC(=CC=C4C3C2=O)C#N)(C)C)C1)CC 8-[4-(1-Cyano-cyclobutyl)-piperazin-1-yl]-9-ethyl-6,6-dimethyl-11-oxo-6,11-dihydro-5H-benzo[b]carbazole-3-carbonitrile